FC=1C=C2C=C(C=NC2=CC1F)NC1=NC(=NC=C1)NC=1C=NC(=C(C1)OC)N1CC(N(CC1)C)C(F)(F)F 4-(6,7-difluoro-3-quinolylamino)-2-{5-methoxy-6-[4-methyl-3-(trifluoromethyl)-1-piperazinyl]-3-pyridylamino}pyrimidine